BrC=1C=CC(=C(CC2=CC=C(C=C2)OCC)C1)Cl 4-(5-bromo-2-chlorobenzyl)phenetole